C(C)OC(C[C@@H](C=1SC=C(C1)C1=CC=CC=C1)N[S@](=O)C1=CC=CC(=C1)C)=O (S)-3-((R)-5-methylphenyl-sulfinylamino)-3-(4-phenylthiophen-2-yl)propanoic acid ethyl ester